FC(C(C1=CC=C(C=C1)F)O[Si](CC)(CC)CC)(C=C)F ((2,2-difluoro-1-(4-fluorophenyl)but-3-en-1-yl)oxy)triethylsilane